9b-amino-4b-hydroxy-7-isopropyl-4-nitro-4b,9b-dihydro-10H-indeno[1,2-b]benzofuran-10-one NC12C(OC3=C1C=CC(=C3)C(C)C)(C3=C(C=CC=C3C2=O)[N+](=O)[O-])O